C(C1=CC=CC=C1)OC(=O)N1C[C@H]([C@H](C1)CO)N cis-3-amino-4-(hydroxymethyl)pyrrolidine-1-carboxylic acid benzyl ester